ClCCN1CCN(CC1)/C(/C(=O)O)=C/C(=O)O 2-(4-(2-chloroethyl)piperazin-1-yl)maleic acid